((4-(3-(2,4-Dioxotetrahydropyrimidin-1(2H)-yl)-1-methyl-1H-indazol-6-yl)piperidin-1-yl)methyl)piperidine-1-carboxylic acid tert-butyl ester C(C)(C)(C)OC(=O)N1C(CCCC1)CN1CCC(CC1)C1=CC=C2C(=NN(C2=C1)C)N1C(NC(CC1)=O)=O